2-(3-hydroxy-3-methylbut-1-yn-1-yl)-1-p-toluenesulfonyl-1H-pyrrole OC(C#CC=1N(C=CC1)S(=O)(=O)C1=CC=C(C)C=C1)(C)C